ClC1=CC=C2C(=CC(=NC2=C1Cl)NN1C(C(=C(C1=O)C)C)=O)C(F)(F)F 1-{(7,8-dichloro-4-(trifluoromethyl)(2-quinolyl))amino}-3,4-dimethylazoline-2,5-dione